tert-butyl ((2R)-5-(3,4-dichloro-2-(hydroxy(4-(methyl(phenyl)amino)pyrazolo[1,5-a][1,3,5]triazin-8-yl)methyl)phenoxy)-1-methoxypentan-2-yl)carbamate ClC=1C(=C(OCCC[C@H](COC)NC(OC(C)(C)C)=O)C=CC1Cl)C(C=1C=NN2C1N=CN=C2N(C2=CC=CC=C2)C)O